1-[(1S,4S)-5-[4-[2,3-difluoro-4-(2-oxabicyclo[2.1.1]hexan-4-ylmethoxy)anilino]-7-fluoro-pyrido[3,2-d]pyrimidin-6-yl]-2,5-diazabicyclo[2.2.1]heptan-2-yl]prop-2-en-1-one FC1=C(NC=2C3=C(N=CN2)C=C(C(=N3)N3[C@@H]2CN([C@H](C3)C2)C(C=C)=O)F)C=CC(=C1F)OCC12COC(C1)C2